N-ethyl-maleamide C(C)NC(\C=C/C(=O)N)=O